FC(C1=NN(C(=C1C(=O)N[C@@H](C)C1=CC=C(C(=O)OC)C=C1)OC1=CC(=CC=C1)CC)C)F methyl (S)-4-(1-(3-(difluoromethyl)-5-(3-ethylphenoxy)-1-methyl-1H-pyrazole-4-carboxamido)ethyl)benzoate